CN(C)CC1=NC2=C(C=CC=C2C=C1)NS(=O)(=O)CCCC N-(2-((Dimethylamino)methyl)quinolin-8-yl)butane-1-sulfonamide